(3-((dimethylamino)methyl)-5-fluoro-4-morpholinophenyl)boronic acid CN(C)CC=1C=C(C=C(C1N1CCOCC1)F)B(O)O